1H-Pyrazolium [NH2+]1N=CC=C1